C(C)S(=O)(=O)C=1C=C(C=CC1)C1=CN(C(C2=CC=CC=C12)=O)C 4-(3-ethylsulfonylphenyl)-2-methylisoquinoline-1-on